P(=O)(OCC1=CC=C(C=C1)C=1C=2C=CC=3N(C2N=C(C1)C(C(F)(F)F)(F)F)C=C(N3)C=3OC=NN3)(OC(C)(C)C)OC(C)(C)C 4-(8-(1,3,4-oxadiazol-2-yl)-2-(perfluoroethyl)imidazo[1,2-a][1,8]naphthyridin-4-yl)benzyl di-tert-butyl phosphate